(R)-N-(3,3-difluoro-1-(2-methoxyethyl)piperidin-4-yl)-5-(1-(2,2-difluoroethyl)-4-fluoro-1H-benzo[d]imidazol-6-yl)-6-fluoro-4-methoxypyrrolo[2,1-f][1,2,4]triazin-2-amine FC1(CN(CC[C@H]1NC1=NN2C(C(=N1)OC)=C(C(=C2)F)C=2C=C(C1=C(N(C=N1)CC(F)F)C2)F)CCOC)F